N-benzenesulfonyl-3-methyleneindolone C1(=CC=CC=C1)S(=O)(=O)N1C(C(C2=CC=CC=C12)=C)=O